1-(4-fluorophenethyl)-3-methyl-1H-benzo[g]Indazol-5-ol FC1=CC=C(CCN2N=C(C3=CC(=C4C(=C23)C=CC=C4)O)C)C=C1